C(C1=CC=CC=C1)(C1=CC=CC=C1)C1=C(C=C(C=C1)C)O 2-Benzhydryl-5-methylphenol